(6R,8aS)-6-(8-amino-1-{4-[(1R)-1-hydroxy-1-(3-methoxyphenyl)ethyl]phenyl}imidazo[1,5-a]pyrazin-3-yl)hexahydroindolizin-3(2H)-one NC=1C=2N(C=CN1)C(=NC2C2=CC=C(C=C2)[C@](C)(C2=CC(=CC=C2)OC)O)[C@H]2CN1C(CC[C@@H]1CC2)=O